C(C=C)OCC1C[C@H](NC1)C(=O)OCC1=CC=CC=C1 benzyl (2S)-4-((allyloxy)methyl)pyrrolidine-2-carboxylate